5-methoxy-DL-tryptophan COC1=CC=C2NC=C(C[C@H](N)C(=O)O)C2=C1 |r|